(R)-8-cyclopentyl-7-ethyl-2-((4-ethynyl-2-methoxyphenyl)amino)-5-methyl-7,8-dihydropterin C1(CCCC1)N1C(CN(C=2C(N[C@](NC12)(N)NC1=C(C=C(C=C1)C#C)OC)=O)C)CC